C(CCCCCCC\C=C/CCCCCCCC)N.[Te] Tellurium Oleylamin